(R)-1-(7-chloro-4-((1-(2-methyl-3-(trifluoromethyl)phenyl)ethyl)amino)pyrido[2,3-d]pyrimidin-6-yl)cyclopropane-1-carbonitrile ClC=1C(=CC2=C(N=CN=C2N[C@H](C)C2=C(C(=CC=C2)C(F)(F)F)C)N1)C1(CC1)C#N